ClC1=CC=C(C=C1)C(=O)C1=CC2=C(N=C(O2)C2=CC=CC=C2)C=C1 (4-chlorophenyl)(2-phenylbenzo[d]Oxazol-6-yl)methanone